Cl.FC1=C(C=C(C=C1C[C@@H]1NCC2(CC2)[C@@H]1C(S(=O)(=O)N)F)F)C1=CC=CC=C1 ((6S,7S)-6-((2,5-difluoro-[1,1'-biphenyl]-3-yl)methyl)-5-azaspiro[2.4]heptane-7-yl)-1-fluoromethanesulfonamide hydrochloride